2-(4-((2-oxaspiro[3.3]heptan-6-yl)oxy)phenyl)-6-methoxy-4H-chromen-4-one C1OCC12CC(C2)OC2=CC=C(C=C2)C=2OC1=CC=C(C=C1C(C2)=O)OC